[Si](C)(C)(C(C)(C)C)OC1CC2(CC(C2)COC2=NN=C(S2)NC(=O)C=2C=NC(=CC2C2=C(C=CC=C2OC)F)C)C1 N-(5-((6-((tert-butyldimethylsilyl)oxy)spiro(3.3)heptan-2-yl)methoxy)-1,3,4-thiadiazol-2-yl)-4-(2-fluoro-6-methoxyphenyl)-6-methylpyridine-3-carboxamide